4-[(2R)-3-(3,4-dihydro-1H-isoquinolin-2-yl)-2-hydroxy-propyl]-1-methyl-8-(1-methylpyrrolidin-3-yl)oxy-2,3-dihydro-1,4-benzodiazepine-5-one C1N(CCC2=CC=CC=C12)C[C@H](CN1CCN(C2=C(C1=O)C=CC(=C2)OC2CN(CC2)C)C)O